C[C@@H]1C=2C=CC=3C=C(N(CC/C=C/C[C@@H]4C[C@H]4C(N1)=O)C3N2)C=O (2R,5R,7R,9E)-2-methyl-4-oxo-3,13,19-triazatetracyclo[11.5.2.05,7.016,20]icosa-1(19),9,14,16(20),17-pentaene-14-carbaldehyde